C(C)(C)(C)NC(COC=1C=C(C=CC1)C1=NC2=CC=C(C=C2C(=N1)NC1=CC(=C(C(=O)N)C=C1)F)OCC)=O 4-((2-(3-(2-(tert-Butylamino)-2-oxoethoxy)phenyl)-6-ethoxyquinazolin-4-yl)amino)-2-fluorobenzamide